NC1=C(C(=O)N(C)C)C=CC=C1C1CC1 2-amino-3-cyclopropyl-N,N-dimethylbenzamide